3-thiophenesulfonate lithium [Li+].S1C=C(C=C1)S(=O)(=O)[O-]